2,3-Dihydropyrazolo[5,1-b]oxazole-6-carboxylic acid ethyl ester C(C)OC(=O)C1=NN2C(OCC2)=C1